C(CCCCCCCCCCCCCCCCC)N n-octadecylamine